3-methyl-5-(tributylstannyl)-1,2,4-thiadiazole CC1=NSC(=N1)[Sn](CCCC)(CCCC)CCCC